((3-hydroxy-1-methylcyclobutyl)ethynyl)-2-methoxybenzoic acid methyl ester COC(C1=C(C(=CC=C1)C#CC1(CC(C1)O)C)OC)=O